1-[2-[4-(4,4,5,5-tetramethyl-1,3,2-dioxaborolan-2-yl)pyrazol-1-yl]ethyl]pyrrolidin-2-one CC1(OB(OC1(C)C)C=1C=NN(C1)CCN1C(CCC1)=O)C